4-Methoxyphenyl (β-D-glucopyranuronate) O[C@H]1[C@H](O)[C@@H](O)[C@H](O)[C@H](O1)C(=O)OC1=CC=C(C=C1)OC